C12CN(CC(O1)C2)C2=CC=1C(=C(N=NC1N[C@H](C)C=1C=C(C#N)C=CC1)C)N=C2 3-((1R)-1-((3-(6-oxa-3-azabicyclo[3.1.1]heptan-3-yl)-8-methylpyrido[2,3-d]pyridazine-5-yl)amino)ethyl)benzonitrile